FC(OC1=C(C(=C(C=C1)C1=CN=C2N1C=CN=C2NC2=CC(=C(C(=O)NCCOCCN(CC(=O)OC(C)(C)C)C)C=C2)CC)F)F)F tert-Butyl N-(2-(2-(4-((3-(4-(difluoromethoxy)-2,3-difluorophenyl)imidazo[1,2-a]pyrazin-8-yl)amino)-2-ethylbenzamido)ethoxy)ethyl)-N-methylglycinate